C(CCCC)C1C(CCCC1)=O pentyl-cyclohexanone